(2-((5-chloro-2-nitrophenyl)amino)ethyl)(ethyl)-carbamic acid tert-butyl ester C(C)(C)(C)OC(N(CC)CCNC1=C(C=CC(=C1)Cl)[N+](=O)[O-])=O